C(C1=CC=CC=C1)OCC1=NN(C(N1CC)=O)C1=NC=2C(=CN(C(C2C=C1F)=O)C1=C(C=CC=C1)C(F)(F)F)C(=C)C (3-((benzyloxy)methyl)-4-ethyl-5-oxo-4,5-dihydro-1H-1,2,4-triazol-1-yl)-3-fluoro-8-(prop-1-en-2-yl)-6-(2-(trifluoromethyl)phenyl)-1,6-naphthyridin-5(6H)-one